1-((1-chloroisoquinolin-6-yl)oxy)cyclopropane-1-carbonitrile ClC1=NC=CC2=CC(=CC=C12)OC1(CC1)C#N